6-(4-hydroxy-3-methyl-5-t-butylanilino)-2,4-dioctylthio-1,3,5-triazine OC1=C(C=C(NC2=NC(=NC(=N2)SCCCCCCCC)SCCCCCCCC)C=C1C(C)(C)C)C